C1CC2=CC=C(C3=CC=CC1=C23)C(=O)O 5-Acenaphthenecarboxylic acid